C(C1=CC=CC=C1)OC1=CC(=C(C=C1)C1=CNC=2N=C(N=C(C21)OC)NC2=CC=C(C=C2)CN2CCN(CC2)C)F 5-(4-(benzyloxy)-2-fluorophenyl)-4-methoxy-N-(4-((4-methylpiperazin-1-yl)methyl)phenyl)-7H-pyrrolo[2,3-d]pyrimidin-2-amine